2-[(4,6-diamino-1,3,5-triazin-2-yl)oxy]ethanol NC1=NC(=NC(=N1)N)OCCO